C(C)N(C(=O)N[C@H](C(F)(F)F)CCC(F)(F)F)C(C(F)(F)F)C=1C=NC(=C(C1)C=1N=C(C=2N(C1)C=CN2)OC)OC 1-ethyl-3-((S)-1,1,1,5,5,5-hexafluoropentan-2-yl)-1-(2,2,2-trifluoro-1-(6-methoxy-5-(8-methoxyimidazo[1,2-a]pyrazin-6-yl)pyridin-3-yl)ethyl)urea